Ammonium Bisphosphonate P([O-])([O-])=O.P([O-])([O-])=O.[NH4+].[NH4+].[NH4+].[NH4+]